3-(4-ethoxyphenyl)-N-(3-oxopropyl)isoquinoline-1-carboxamide C(C)OC1=CC=C(C=C1)C=1N=C(C2=CC=CC=C2C1)C(=O)NCCC=O